zinc thiophenoxide salt [S-]C1=CC=CC=C1.[Zn+2].[S-]C1=CC=CC=C1